3-ethoxy-4-(pentadec-3-yn-6-yloxy)benzaldehyde C(C)OC=1C=C(C=O)C=CC1OC(CC#CCC)CCCCCCCCC